C(C(C)C)C1=NC=CN=C1OC Isobutyl-3-MethoxyPyrazine